ClC1=NC(=CC(=N1)C(=O)O)C 2-chloro-6-methyl-pyrimidine-4-carboxylic acid